C1(CC1)C=1N=C(SC1)C1=NN=C2N1CCN[C@@H]2C (R)-4-cyclopropyl-2-(8-methyl-5,6,7,8-tetrahydro-[1,2,4]triazolo[4,3-a]pyrazin-3-yl)thiazole